FC(C(=O)O)(F)F.FC=1C=C2C(=C(NC2=C(C1)F)C1=CC=C(C=C1)F)CCN(C)C 2-[5,7-difluoro-2-(4-fluorophenyl)-1H-indol-3-yl]-N,N-dimethyl-ethylamine (trifluoroacetate)